2-(3-(2-(2-aminoethoxy)ethoxy)propan-amido)-N-(5-methyl-4-(trifluoromethyl)thiazol-2-yl)benzamide NCCOCCOCCC(=O)NC1=C(C(=O)NC=2SC(=C(N2)C(F)(F)F)C)C=CC=C1